aminoethylthiopropylamine hydrochloride Cl.NCCSCCCN